phenyl (3-(trifluoromethyl)isoxazol-5-yl)carbamate FC(C1=NOC(=C1)NC(OC1=CC=CC=C1)=O)(F)F